C(C1=CC=CC=C1)C(C(=O)O)CCCC(=O)O 2-Benzylhexanedioic acid